NC1=C2N=C(N(C2=NC(=N1)OCC)CC1=C(C=C(C=C1)CNCCCN1CCN(CC1)CCCN)OC)O 6-amino-9-(4-(((3-(4-(3-aminopropyl)piperazin-1-yl)propyl)amino)-methyl)-2-methoxybenzyl)-2-ethoxy-9H-purin-8-ol